ClC1=CC=C(C=C1)C1=C(CCC(C1)(C)C)CN1C2CN(CC1CC2)CC=2C=C1CN(C(C1=C(C2)F)=O)C2C(NC(CC2)=O)=O 3-(5-((8-((4'-chloro-5,5-dimethyl-3,4,5,6-tetrahydro-[1,1'-biphenyl]-2-yl)methyl)-3,8-diazabicyclo[3.2.1]octane-3-yl)methyl)-7-fluoro-1-oxoisoindolin-2-yl)piperidine-2,6-dione